BrC=1C=C(C2=C(OCO2)C1)NC(OC(C)(C)C)=O tert-butyl (6-bromobenzo[d][1,3]dioxol-4-yl)carbamate